4-phenyl-N-[4-(trifluoromethyl)benzenesulfonyl]-3-[6-(trifluoromethyl)pyridin-3-yl]-4,5-dihydropyrazole-1-carboxamide C1(=CC=CC=C1)C1C(=NN(C1)C(=O)NS(=O)(=O)C1=CC=C(C=C1)C(F)(F)F)C=1C=NC(=CC1)C(F)(F)F